tricontyl acrylate C(C=C)(=O)OCCCCCCCCCCCCCCCCCCCCCCCCCCCCCC